C(C)(C)(C)OC(=O)N1[C@H]2CC(C[C@@H]1CC2)C2=NC1=C(N2C)C=CC(=C1)Br (1R,3s,5S)-3-(5-bromo-1-methyl-1H-benzo[d]imidazol-2-yl)-8-azabicyclo[3.2.1]octane-8-carboxylic acid tert-butyl ester